N1C=C(C2=CC=CC=C12)C1=NN(C(=C1)C)C1=CC(=NC(=N1)[C@@H]1OCCOC1)N1CCOCC1 (S)-4-(6-(3-(1H-indol-3-yl)-5-methyl-1H-pyrazol-1-yl)-2-(1,4-dioxan-2-yl)pyrimidin-4-yl)morpholine